(4Z)-4-(1,3-benzothiazol-6-ylmethylene)-2-[[(1R,2S)-2-hydroxycyclohexyl]amino]-1H-imidazol-5-one S1C=NC2=C1C=C(C=C2)\C=C\2/N=C(NC2=O)N[C@H]2[C@H](CCCC2)O